2-Cyanoethyl (S)-3-cyclopropyl-2-(2-((S)-1-(2,3-difluorobenzyl)-5-oxopyrrolidin-2-yl)acetamido)propanoate C1(CC1)C[C@@H](C(=O)OCCC#N)NC(C[C@H]1N(C(CC1)=O)CC1=C(C(=CC=C1)F)F)=O